C(C)C=1C(=NC=C(N1)C#CCOC1OCCCC1)N 3-Ethyl-5-(3-((tetrahydro-2H-pyran-2-yl)oxy)prop-1-yn-1-yl)pyrazin-2-amine